ClC=1C(=C2C(=NC1C)ON=C2NC(C)=O)C N-(5-Chloro-4,6-dimethylisoxazolo[5,4-b]pyridin-3-yl)acetamide